1-(2-(7-hydroxy-1-((1s,4s)-4-isopropylcyclohexyl)-3-oxo-1H-spiro[isoquinoline-4,4-piperidin]-2(3H)-yl)ethyl)guanidine OC1=CC=C2C(=C1)C(N(C(C21CCNCC1)=O)CCNC(=N)N)C1CCC(CC1)C(C)C